1,4-oxathiepane O1CCSCCC1